C[C@@H]1CC[C@H](N(C1)C(C(=O)N)=O)C=1C=C2C=CC(NC2=CC1)=O 2-[(2S,5R)-5-methyl-2-(2-oxo-1H-quinolin-6-yl)-1-piperidyl]-2-oxo-acetamide